NC1=NC(=CC(=N1)N1[C@@H](COCCC1)C1=C(C=C(OCC2(CC2)CO)C=C1)Cl)C |r| (+/-)-[1-[[4-[4-(2-amino-6-methyl-pyrimidin-4-yl)-1,4-oxazepan-3-yl]-3-chloro-phenoxy]methyl]-cyclopropyl]methanol